((3R)-4-amino-3-methyl-1,3-dihydrofuro[3,4-c]quinolin-8-yl)((3R,3aR,7aS)-3-phenylhexahydropyrano[4,3-b]pyrrol-1(4H)-yl)methanone NC1=NC=2C=CC(=CC2C2=C1[C@H](OC2)C)C(=O)N2[C@@H]1[C@@H]([C@@H](C2)C2=CC=CC=C2)COCC1